3-(2-formamidoethyl)indole C(=O)NCCC1=CNC2=CC=CC=C12